The molecule is a dipeptide obtained by formal condensation of the carboxy group of L-isoleucine with the amino group of L-lysine. It derives from a L-isoleucine and a L-lysine. CC[C@H](C)[C@@H](C(=O)N[C@@H](CCCCN)C(=O)O)N